O=C1NC(CCC1N1C(C2=CC=CC(=C2C1=O)N1CCC2(CC(C2)C(=O)O)CC1)=O)=O 7-[2-(2,6-dioxopiperidin-3-yl)-1,3-dioxo-2,3-dihydro-1H-isoindol-4-yl]-7-azaspiro[3.5]nonane-2-carboxylic acid